1-(difluoromethyl)-3-iodo-1H-pyrazole FC(N1N=C(C=C1)I)F